((1S,2R,3R,4R)-1-(aminomethyl)-2,3-dihydroxy-6,8-dioxabicyclo[3.2.1]oct-4-yl)pyridin-4(1H)-one NC[C@@]12[C@@H]([C@@H]([C@H](C(OC1)O2)N2C=CC(C=C2)=O)O)O